CC1(C(N(C(N1)=O)C1=CC=C(C=C1)S(=O)C(F)(F)F)=O)C 5,5-dimethyl-3-(4-((trifluoromethyl)sulfinyl)phenyl)imidazolidine-2,4-dione